C1(CCC1)CN(C)CC1=CC(=NC=C1)C=1C=C2CN(C(C2=CC1)=O)C1C(NC(CC1)=O)=O 3-(5-(4-(((cyclobutylmethyl)(methyl)amino)methyl)pyridin-2-yl)-1-oxoisoindolin-2-yl)piperidine-2,6-dione